2-(4-Methylcyclohex-3-en-1-yl)propan-2-yl-4-methoxybenzoat CC1=CCC(CC1)C(C)(C)OC(C1=CC=C(C=C1)OC)=O